ClC1=C(C=CC=C1)C(C(N)=N)(C)C1=CC=CC=C1 2-chlorophenyl-phenylpropanimidamide